4-[4-(dimethylamino)-1-(4-fluorophenyl)-1-hydroxybutyl]-3-hydroxymethyl-benzonitrile hydrochloride Cl.CN(CCCC(O)(C1=CC=C(C=C1)F)C1=C(C=C(C#N)C=C1)CO)C